tert-butyl ((7-chloro-2-((1s,4s)-4-((3-methoxy-4-methylphenyl)carbamoyl) cyclohexyl)-1-oxoisoindolin-4-yl)methyl)carbamate ClC=1C=CC(=C2CN(C(C12)=O)C1CCC(CC1)C(NC1=CC(=C(C=C1)C)OC)=O)CNC(OC(C)(C)C)=O